methyl-3-(2,2,2-trifluoroethyl)-cyclobutanecarboxamide CC1(CC(C1)CC(F)(F)F)C(=O)N